2-(4-fluoro-phenyl)propan-2-amine FC1=CC=C(C=C1)C(C)(C)N